CNC=1C=CC=C2CCN(CC12)C(=O)OC(C)(C)C tert-Butyl 8-(methylamino)-3,4-dihydroisoquinoline-2(1H)-carboxylate